Manganese(II) phosphate lithium phosphate P(=O)([O-])([O-])[O-].[Li+].P(=O)(O)(O)O.[Mn+2]